C(=O)(O)C1=CC=C(CN2C[C@@]3([C@@H](N[C@H]([C@@H]3C3=CC=C(C=C3)Cl)C(=O)NC3=C(C=C(C(=O)O)C=C3)OC)CC(C)(C)C)C3=CC=C(C=C23)Cl)C=C1 4-((2'S,3S,4'R,5'R)-1-(4-carboxybenzyl)-6-chloro-4'-(4-chlorophenyl)-2'-neopentyl-spiro[indoline-3,3'-pyrrolidine]-5'-carboxamido)-3-methoxybenzoic acid